Methyl 4-(4-amino-6-(4-methacrylamidophenyl)-7-methyl-7H-pyrrolo[2,3-d]pyrimidin-5-yl)benzoate NC=1C2=C(N=CN1)N(C(=C2C2=CC=C(C(=O)OC)C=C2)C2=CC=C(C=C2)NC(C(=C)C)=O)C